C(C1=CC=CC=C1)OC1=NC(=CC=C1N1C(N(C2=C1C=CC=C2NC2CCC(CC2)C(=O)N2C[C@H](CC2)C(=O)OC(C)(C)C)C)=O)OCC2=CC=CC=C2 tert-butyl (3S)-1-[(1r,4r)-4-({1-[2,6-bis(benzyloxy)pyridin-3-yl]-3-methyl-2-oxo-1,3-benzodiazol-4-yl}amino)cyclohexanecarbonyl]pyrrolidine-3-carboxylate